((2-chloro-5-iodophenyl)(4-(((S)-tetrahydrofuran-3-yl)oxy)phenyl)methoxy)trimethylsilane ClC1=C(C=C(C=C1)I)C(O[Si](C)(C)C)C1=CC=C(C=C1)O[C@@H]1COCC1